FC1=C(C=CC=C1)C1=C(C(=CC=C1)/C=C/C=1C=C(CNC(C(=O)O)(CO)C)C=CC1C(F)(F)F)C (E)-2-(3-(2-(2'-fluoro-2-methylbiphenyl-3-yl)vinyl)-4-(trifluoromethyl)benzylamino)-3-hydroxy-2-methylpropanoic acid